4-(4-((8-fluoro-2-methyl-3-oxo-3,4-dihydroquinoxalin-6-yl)methyl)piperazin-1-yl)-N-methylthiazol-2-formamide FC=1C=C(C=C2NC(C(=NC12)C)=O)CN1CCN(CC1)C=1N=C(SC1)C(=O)NC